N-[6-(4-methylpiperazin-1-yl)hexyl]propanamide CN1CCN(CC1)CCCCCCNC(CC)=O